3-{4-[(3S)-3-aminopyrrolidin-1-yl]-5-(4-fluoro-1H-1,3-benzodiazol-2-yl)pyridin-3-yl}-5-fluorophenol N[C@@H]1CN(CC1)C1=C(C=NC=C1C1=NC2=C(N1)C=CC=C2F)C=2C=C(C=C(C2)F)O